5-((3,6-difluoro-2-(pyrrolidin-1-ylmethyl)benzyl)amino)-N-(thiazol-4-yl)imidazo[1,2-a]pyridine-8-sulfonamide FC=1C(=C(CNC2=CC=C(C=3N2C=CN3)S(=O)(=O)NC=3N=CSC3)C(=CC1)F)CN1CCCC1